(R)-3-(3-cyano-6-methyl-4-(trifluoromethyl)pyridin-2-yl)-N-isopropyl-N-(m-tolyl)thiazolidine-4-carboxamide 1,1-dioxide C(#N)C=1C(=NC(=CC1C(F)(F)F)C)N1CS(C[C@H]1C(=O)N(C=1C=C(C=CC1)C)C(C)C)(=O)=O